ClC1=CC=C(S1)CSC1=C(C(=NN1C(=O)C1=COC=C1)C1C(CN(CC1C)S(=O)(=O)N1CC(CC1)O)=O)F 4-(5-{[(5-chlorothiophen-2-yl)methyl]sulfanyl}-4-fluoro-1-(furan-3-carbonyl)-1H-pyrazol-3-yl)-1-[(3-hydroxypyrrolidin-1-yl)sulfonyl]-5-methylpiperidin-3-one